6-(2,7-dimethylindazol-5-yl)-2-(piperidin-4-yl)-3,4-dihydroisoquinolin-1-one CN1N=C2C(=CC(=CC2=C1)C=1C=C2CCN(C(C2=CC1)=O)C1CCNCC1)C